[Se].[Zn] zinc-selenium